C(#N)C=1C=C(C=NC1N1N=CC=N1)NC(=O)C=1C=NN(C1C(F)(F)F)C1=C2C=CC=NC2=CN=C1 N-(5-cyano-6-(2H-1,2,3-triazol-2-yl)pyridin-3-yl)-1-(1,7-naphthyridin-5-yl)-5-(trifluoromethyl)-1H-pyrazole-4-carboxamide